[N+](#[C-])C1=C(C=CC=C1)C1=C(C=CC=C1)C=C 2-isocyano-2'-vinyl-1,1'-biphenyl